5-nitro-2-furaldehyde semicarbazone [N+](=O)([O-])C1=CC=C(O1)C=NNC(=O)N